ClC1=CC=C(C=C1)C=1C(=C(N(C1C1=C(C=C(C(=C1)OC)C#N)C(=O)N1CC2=CC=CC=C2C[C@H]1CN1CCOCC1)C)C)C(=O)NCC1=C(C=CC=C1)OC (4-chlorophenyl)-5-(4-cyano-5-methoxy-2-{[(3S)-3-(morpholin-4-ylmethyl)-3,4-dihydroisoquinolin-2(1H)-yl]carbonyl}phenyl)-N-(2-methoxybenzyl)-1,2-dimethyl-1H-pyrrole-3-carboxamide